C(C)N1CCN(CC1)CC1=CC=C(C=C1)C(/C=C/C1=CC=C(C=C1)/C=C/C(CO)=O)=O (E)-4-[4-[(E)-3-[4-[(4-Ethylpiperazin-1-yl)methyl]phenyl]-3-oxoprop-1-enyl]phenyl]-1-hydroxybut-3-en-2-one